BrC=1C=CC(=NC1)OC1CCCC1 5-bromo-2-(cyclopentyloxy)pyridine